(E)-N'-(1-(3,4-dimethylphenyl)ethylidene)-1-naphthohydrazide CC=1C=C(C=CC1C)\C(\C)=N\NC(=O)C1=CC=CC2=CC=CC=C12